C(C1=CC=CC=C1)OCC1(CN(CCC1)C(=O)OC(C)(C)C)C=1N(C(C(=C(N1)C(NC=1C=NOC1)=O)O)=O)C tert-butyl 3-((benzyloxy)methyl)-3-(5-hydroxy-4-(isoxazol-4-ylcarbamoyl)-1-methyl-6-oxo-1,6-dihydropyrimidin-2-yl)piperidine-1-carboxylate